COC(=O)C=1SC=C(C1)C#CC1CCNCC1 4-(piperidin-4-ylethynyl)thiophene-2-carboxylic acid methyl ester